C(CCC)[Sn](C1=NC=CN=C1)(CCCC)CCCC tributyl(pyrazin-2-yl)stannane